hexakis(methylmethoxy)melamine CCON(C1=NC(=NC(=N1)N(OCC)OCC)N(OCC)OCC)OCC